OC(CNC(O[C@@H]1CC[C@H](CC1)C(N(C[C@@H]1CC[C@H](CC1)C1=CC(=C(C=C1)OC)C)C1=NC=CC(=C1)C1=CN=C(S1)C1CC1)=O)=O)(C)C trans-4-((4-(2-cyclopropylthiazol-5-yl)pyridin-2-yl)((trans-4-(4-methoxy-3-methylphenyl)cyclohexyl)methyl)carbamoyl)cyclohexyl (2-hydroxy-2-methylpropyl)carbamate